ClC1=NC(=C2N=CN(C2=N1)C(C)C)NCC=1C(=NC=CC1)C1=CC=NN1C(C)C 2-chloro-9-isopropyl-N-((2-(1-isopropyl-1H-pyrazol-5-yl)pyridin-3-yl)methyl)-9H-purin-6-amine